2-(3,5-bis-trifluoromethyl-phenyl)-N-[1-ethyl-4-(4-methyl-thiophen-3-yl)-1H-pyrazolo[3,4-b]pyridin-5-yl]-N-methyl-isobutyramide FC(C=1C=C(C=C(C1)C(F)(F)F)C(C(=O)N(C)C=1C(=C2C(=NC1)N(N=C2)CC)C2=CSC=C2C)(C)C)(F)F